Cl.CC(C)O propan-2-ol, hydrochloride salt